1-(6-chlorohexyl)-1-methylpyrrolidinium ClCCCCCC[N+]1(CCCC1)C